4-(6,7-difluoro-3-quinolylamino)-2-(3-methoxy-4-{(1s,3s)-3-[(2-methoxyethyl)-N-methylamino]cyclobutoxy}phenylamino)pyrimidine tert-butyl-N-[(3S,4S)-4-methoxy-3-piperidyl]carbamate C(C)(C)(C)OC(N[C@H]1CNCC[C@@H]1OC)=O.FC=1C=C2C=C(C=NC2=CC1F)NC1=NC(=NC=C1)NC1=CC(=C(C=C1)OC1CC(C1)N(C)CCOC)OC